2,4-diaminopyrimidine-5-aldehyde NC1=NC=C(C(=N1)N)C=O